6-Bromo-4,7-dichloroquinazoline BrC=1C=C2C(=NC=NC2=CC1Cl)Cl